1,2,3-Tris(4-cyanatophenyl)propan O(C#N)C1=CC=C(C=C1)CC(CC1=CC=C(C=C1)OC#N)C1=CC=C(C=C1)OC#N